N-(3-(4-methylpent-1-yloxy)propyl)-3-morpholinopropan-1-amine CC(CCCOCCCNCCCN1CCOCC1)C